COC1=C(C=CC(=C1)C1=NC(=C2N=C(N(C2=N1)C)C1=CC=NC=C1)N1CCOCC1)O 2-methoxy-4-(9-methyl-6-morpholino-8-(pyridin-4-yl)-9H-purin-2-yl)phenol